COC=1C=C(C=CC1OC)CC(C#N)(C)O 3-(3,4-dimethoxyphenyl)-2-hydroxy-2-methylpropanenitrile